CC1=CC=NC2=CC(=CC=C12)C=1C=C(C=CC1)NC(C=C)=O N-[3-(4-methylquinolin-7-yl)phenyl]prop-2-enamide